2-(4'-fluoro-N-methyl-[1,1'-biphenyl]-3-carboxamido)-5-oxo-5H-thieno[3,2-b]pyran-6-carboxylic acid FC1=CC=C(C=C1)C1=CC(=CC=C1)C(=O)N(C)C1=CC=2OC(C(=CC2S1)C(=O)O)=O